FC(N1N=CC(=C1)C1=C(N=NC=C1OC)N)F (1-(difluoromethyl)-1H-pyrazol-4-yl)-5-methoxypyridazin-3-amine